1-(3-hydroxypropyl)-4-benzhydrylpiperazine OCCCN1CCN(CC1)C(C1=CC=CC=C1)C1=CC=CC=C1